p-methoxy-N-methylaniline COC1=CC=C(NC)C=C1